(R)-2-((2-((1r,4R)-4-(Benzyloxy)cyclohexyl)ethyl)amino)-1-(3-fluoro-phenyl)ethan-1-ol C(C1=CC=CC=C1)OC1CCC(CC1)CCNC[C@H](O)C1=CC(=CC=C1)F